O1CCOC2=C1C=CC=C2C2=NC(=CC(=C2)NC(=O)[C@@H]2CNCCO2)OC (S)-Morpholine-2-carboxylic acid [2-(2,3-dihydro-benzo[1,4]dioxin-5-yl)-6-methoxy-pyridin-4-yl]-amide